(S)-N-(4-(3-Aminopiperidin-1-yl)-5-(1-(2,2,2-trifluoroethyl)-1H-pyrazol-4-yl)pyridin-2-yl)-1-phenyl-1H-pyrazolo[3,4-b]pyridin-6-amine N[C@@H]1CN(CCC1)C1=CC(=NC=C1C=1C=NN(C1)CC(F)(F)F)NC1=CC=C2C(=N1)N(N=C2)C2=CC=CC=C2